N-(t-butyl)hydroxylamine acetate C(C)(=O)O.C(C)(C)(C)NO